O1CS(C2=C1C=CC=C2)=O BENZO[D][1,3]OXATHIOLE 3-OXIDE